C1(CCC1)COCC1=C(N=C(S1)NC1=NC=CC(=C1)C)C1=NC=CC=C1 5-((cyclobutyl-methoxy)methyl)-N-(4-methylpyridin-2-yl)-4-(pyridin-2-yl)thiazol-2-amine